5-(4-(pyrrolidin-1-yl)phenyl)imidazolidin-2-one N1(CCCC1)C1=CC=C(C=C1)C1CNC(N1)=O